NC1=C(C(=NN1C(C)C)C1=CC=C2C=CC(=NC2=C1)C1=CC=CC=C1)C(=O)N 5-amino-1-isopropyl-3-(2-phenylquinolin-7-yl)-1H-pyrazole-4-carboxamide